4-(((Tetrahydro-2H-pyran-2-yl)oxy)methyl)-5-(trimethylstannyl)pyridazine O1C(CCCC1)OCC1=CN=NC=C1[Sn](C)(C)C